BrC=1C=C(C=CC1)C=1N=NN(C1)C(F)F 4-(3-Bromophenyl)-1-(difluoromethyl)-1H-1,2,3-triazole